1-(6-methoxy-2-(2-(methoxymethyl)-7-methylquinoxalin-5-yl)benzo[d]thiazol-4-yl)ethanol COC1=CC2=C(N=C(S2)C2=C3N=CC(=NC3=CC(=C2)C)COC)C(=C1)C(C)O